ClC1=CC(=C(C=C1)C1=CC=C(C=C1)F)F 4-chloro-2,4'-difluoro-[1,1'-biphenyl]